3-(6-methyl-3,6-diazabicyclo[3.1.1]heptan-3-yl)benzene-1,2-diamine CN1C2CN(CC1C2)C2=C(C(=CC=C2)N)N